ClC1=C(C=CC=C1)N1CCN(C2=CC=CC=C12)C(CCN1CCCC1)=O 1-(4-(2-chlorophenyl)-3,4-dihydroquinoxalin-1(2H)-yl)-3-(pyrrolidin-1-yl)propan-1-one